N=C1N(CC(N(C12CN(C2)C2=CC=CC=C2)[C@H](C)C2=CC=C(C=C2)C(F)(F)F)=O)C(C)C (R)-9-imino-8-isopropyl-2-phenyl-5-(1-(4-(trifluoromethyl)phenyl)ethyl)-2,5,8-triazaspiro[3.5]nonan-6-one